CC1=CC=C(C=C1)S(=O)(=O)OC[C@@H](C)O[C@@H](COS(=O)(=O)C1=CC=C(C)C=C1)C (R)-2-(((R)-1-tosyloxypropan-2-yl)oxy)propyl 4-methylbenzenesulfonate